N-[5-(1H-benzimidazol-2-yl)-1-[(4-methoxyphenyl)methyl]pyrazol-3-yl]-6-[[(1R)-2-hydroxy-1-methyl-ethyl]amino]pyridine-3-carboxamide N1C(=NC2=C1C=CC=C2)C2=CC(=NN2CC2=CC=C(C=C2)OC)NC(=O)C=2C=NC(=CC2)N[C@@H](CO)C